6-[4-[acetyl-(isobutyl)amino]phenyl]pyridine-3-carboxylic acid C(C)(=O)N(C1=CC=C(C=C1)C1=CC=C(C=N1)C(=O)O)CC(C)C